4'-hydroxy-7-methoxyisoflavone OC1=CC=C(C2=COC3=CC(=CC=C3C2=O)OC)C=C1